F[C@H]1[C@H](C1)C(=O)NC1=NC=NC(=C1)C1=NN(C=C1NC=1C=NC(=CC1C)[C@@H](CC)O)C (1R,2R)-2-fluoro-N-(6-(4-((6-((R)-1-hydroxypropyl)-4-methylpyridin-3-yl)amino)-1-methyl-1H-pyrazol-3-yl)pyrimidin-4-yl)cyclopropane-1-carboxamide